ClC=1C=CC(=C(C1)C(C(=O)OCC)C1=C(C=C(C=C1)C(F)F)[N+](=O)[O-])OC ethyl 2-(5-chloro-2-methoxy-phenyl)-2-[4-(difluoromethyl)-2-nitro-phenyl]acetate